C1(=CC=CC=C1)C1=C(C(C(=O)O)=CC(=C1)CC1C(C=CC=C1)(C)C)O 3-phenyl-5-(2,2-dimethylbenzyl)salicylic acid